Cl.BrC=1C=C2C(=NC=NC2=CC1)NC1=CC(=C(C=C1)OCC1=NC=CC=C1)Cl 6-bromo-N-(3-chloro-4-(pyridin-2-ylmethoxy)phenyl)quinazolin-4-amine-HCl